N-(4-{[(3S)-3-(dimethylamino)pyrrolidin-1-yl]carbonyl}phenyl)-5-fluoro-4-[2-methyl-1-(1-methylethyl)-1H-imidazol-5-yl]pyrimidin-2-amine CN([C@@H]1CN(CC1)C(=O)C1=CC=C(C=C1)NC1=NC=C(C(=N1)C1=CN=C(N1C(C)C)C)F)C